(S)-4-((S)-2-((tert-butoxycarbonyl)amino)-3-hydroxypropyl)-2,2-dimethyl-5-oxopyrrolidine-1-carboxylic acid tert-butyl ester C(C)(C)(C)OC(=O)N1C(C[C@@H](C1=O)C[C@@H](CO)NC(=O)OC(C)(C)C)(C)C